CN1CCC(=CC1)C=1SC(=C(N1)C(NCC1=C(C=CC=C1)C(F)(F)F)=O)NC(OC(C)(C)C)=O tert-butyl N-[2-(1-methyl-1,2,3,6-tetrahydropyridin-4-yl)-4-({[2-(trifluoromethyl) phenyl]methyl}carbamoyl)-1,3-thiazol-5-yl]carbamate